The molecule is a hydroxy monocarboxylic acid anion that is the conjugate base of stipitatic acid, obtained by deprotonation of the carboxy group. Major microspecies at pH 7.3 (according to Marvin v 6.2.0.). It is a 5-oxo monocarboxylic acid anion and a hydroxy monocarboxylic acid anion. It is a conjugate base of a stipitatic acid. It is a conjugate acid of a stipitatate(2-). C1=C(C=C(C(=CC1=O)[O-])O)C(=O)O